FC1(OC2=C(O1)C=C(C(=C2)C=O)O)F 2,2-difluoro-6-hydroxybenzo[d][1,3]dioxolane-5-carbaldehyde